FC1=CC=C(C=C1)C=1N=C(N2C1C1=CC(=C(C=C1CC2)OC)C2=NN(C=C2)C)C(=O)N2[C@](CC2)(C(=O)N)C (R)-1-(1-(4-fluorophenyl)-8-methoxy-9-(1-methyl-1H-pyrazol-3-yl)-5,6-dihydroimidazo[5,1-a]isoquinoline-3-carbonyl)-2-methylazetidine-2-carboxamide